FC=1C(=NC=C(C1)C1=CC=CC=C1)C(=O)NCC(=O)N1[C@@H](C[C@H](C1)S(=O)(=O)C)C(=O)OC methyl (2S,4R)-1-((3-fluoro-5-phenylpicolinoyl)glycyl)-4-(methylsulfonyl)pyrrolidine-2-carboxylate